3,7-bis(4-methoxyphenyl)-10-methyl-10H-phenoxazine COC1=CC=C(C=C1)C=1C=CC=2N(C3=CC=C(C=C3OC2C1)C1=CC=C(C=C1)OC)C